2-bromobiphenyl BrC1=C(C=CC=C1)C1=CC=CC=C1